(S)-3-(1'-(3-(1-(methyl-d3)-1H-pyrazol-4-yl)benzyl)-6-oxo-6,8-dihydro-2H,7H-spiro[furo[2,3-e]isoindole-3,4'-piperidin]-7-yl)piperidine-2,6-dione C(N1N=CC(=C1)C=1C=C(CN2CCC3(CC2)COC2=C4CN(C(C4=CC=C23)=O)[C@@H]2C(NC(CC2)=O)=O)C=CC1)([2H])([2H])[2H]